FC1=C(C=C2C(CC(C2=C1)(C)C)(C)C)COC1=CC2=C(C=N1)[C@H]1[C@@H](C2)[C@@H]1C(=O)O (5aR,6S,6aS)-3-((6-fluoro-1,1,3,3-tetramethyl-2,3-dihydro-1H-inden-5-yl)methoxy)-5,5a,6,6a-tetrahydrocyclopropa[4,5]cyclopenta[1,2-c]pyridine-6-carboxylic acid